Tert-butyl 4-(5-(6-(3-cyanopyrrolo[1,2-b]pyridazin-7-yl)-4-(isopropylamino)pyridin-3-yl)-1,3,4-thiadiazol-2-yl)piperazine-1-carboxylate C(#N)C1=CC=2N(N=C1)C(=CC2)C2=CC(=C(C=N2)C2=NN=C(S2)N2CCN(CC2)C(=O)OC(C)(C)C)NC(C)C